(S)-3-(3-(5-((1-cyclopropylethyl)carbamoyl)oxazol-2-yl)phenyl)-1H-1,2,4-triazole-5-carboxylic acid C1(CC1)[C@H](C)NC(=O)C1=CN=C(O1)C=1C=C(C=CC1)C1=NNC(=N1)C(=O)O